8-([1,2,4]triazolo[4,3-a]pyridin-6-yl)-N-(((1aR,6bR)-5-fluoro-1a,6b-dihydro-1H-cyclopropa[b]benzofuran-6-yl)methyl)-[1,2,4]triazolo[4,3-c]pyrimidin-5-amine N=1N=CN2C1C=CC(=C2)C=2C=1N(C(=NC2)NCC2=C(C=CC3=C2[C@@H]2[C@H](O3)C2)F)C=NN1